5-(azetidin-3-yl)-N-(4-isopropylphenyl)-N-methyl-pyridin-2-amine N1CC(C1)C=1C=CC(=NC1)N(C)C1=CC=C(C=C1)C(C)C